COC(=O)C1(CCN(CC1)C(N(C)C1=CC=C(C=C1)F)=O)CC(=O)O 2-[4-methoxycarbonyl-1-[(4-fluorophenyl)-methyl-carbamoyl]-4-piperidinyl]acetic acid